(4S,7S,9aS)-8,8-dimethyl-4-((S)-2-(methylamino)butanamido)-5-oxo-N-((R)-1,2,3,4-tetrahydronaphthalen-1-yl)octahydropyrrolo[2,1-b][1,3]thiazepine-7-carboxamide hydrochloride Cl.CC1(C[C@@H]2SCC[C@@H](C(N2[C@@H]1C(=O)N[C@@H]1CCCC2=CC=CC=C12)=O)NC([C@H](CC)NC)=O)C